FC(C(=O)NC1=C(C=C2C=NN(C2=C1)C(C1=CC=CC=C1)(C1=CC=CC=C1)C1=CC=CC=C1)F)(F)F 2,2,2-trifluoro-N-(5-fluoro-1-trityl-1H-indazol-6-yl)acetamide